p-phenoxy-2,2-dichloroacetophenone O(C1=CC=CC=C1)C1=CC=C(C=C1)C(C(Cl)Cl)=O